methyl (2RS)-2-(6-bromo-7-methyl-1-oxo-isoindolin-2-yl)-2-(5-fluoro-2-methoxy-phenyl)acetate BrC1=CC=C2CN(C(C2=C1C)=O)[C@@H](C(=O)OC)C1=C(C=CC(=C1)F)OC |r|